1-N-(4-chlorophenyl)-1-N'-[3-fluoro-4-[7-methoxy-6-(methylcarbamoyl)quinolin-4-yl]oxyphenyl]cyclopropane-1,1-dicarboxamide ClC1=CC=C(C=C1)NC(=O)C1(CC1)C(=O)NC1=CC(=C(C=C1)OC1=CC=NC2=CC(=C(C=C12)C(NC)=O)OC)F